C(C)(C)(C)C1=CC=C(C=C1)N1C(OC=C(N1C#N)C#N)C 3-(4-t-butylphenyl)-2-methyl-4,5-dicyano-1,3,4-oxadiazine